2-((1E,3E)-4-(4-methoxyphenyl)buta-1,3-dien-1-yl)-2-(3,4,5-trimethoxyphenyl)-1,3-dithiane COC1=CC=C(C=C1)/C=C/C=C/C1(SCCCS1)C1=CC(=C(C(=C1)OC)OC)OC